O=C1N(C(C2=CC=CC=C12)=O)C=1C=C(OCC(=O)O)C=CC1F 2-(3-(1,3-dioxoisoindolin-2-yl)-4-fluorophenoxy)acetic acid